C(CCCCCCC)(=O)OCCC(CCC(CCC(CCCCC)CCS[C@H]1[C@@H](CCCC1)OC(CCCCCCC)=O)N(C)CCCCO)CCCCC |o1:27,28| 6-((4-Hydroxybutyl)(methyl)amino)-9-(2-(((1R*,2R*)-2-(octanoyloxy)cyclohexyl)-thio)ethyl)-3-pentyltetradecyl octanoate